N-(4-fluoro-2-methylbenzyl)-O-methylhydroxylamine FC1=CC(=C(CNOC)C=C1)C